4-chloro-7H-pyrrolo[2,3-d]pyrimidine-5-carboxylic acid ClC=1C2=C(N=CN1)NC=C2C(=O)O